Boc-3-Iodo-D-tyrosine C(=O)(OC(C)(C)C)N[C@H](CC1=CC(=C(C=C1)O)I)C(=O)O